[Ru](=O)(=O)(=O)(=O)=O Ruthenium pentoxide